OC#CC(C)C hydroxy-3-methylbut-1-yn